2-(8-ethynyl-7-fluoronaphthalen-1-yl)-1-fluoro-5-methyl-5a,6,7,8,9,10-hexahydro-5H-4-oxa-3,10a,11,13,14-pentaaza-6,9-methanonaphtho[1,8-ab]heptalene C(#C)C=1C(=CC=C2C=CC=C(C12)C=1C(=C2N=CN=C3C2=C(OC(C2C4CCC(CN32)N4)C)N1)F)F